5-(6-((2-(2-(2-(2-azidoethoxy)ethoxy)ethoxy)ethyl)amino)pyridin-3-yl)indolin-2-one N(=[N+]=[N-])CCOCCOCCOCCNC1=CC=C(C=N1)C=1C=C2CC(NC2=CC1)=O